ClC=1C(=NC=C(C1)C(F)(F)F)N1C(SC2=C1C=C(C=C2)OC)=O 3-(3-chloro-5-(trifluoromethyl)pyridin-2-yl)-5-methoxybenzothiazol-2(3H)-one